1-[(3R)-3-(2,3-Dichloro-6-fluorophenyl)-3-[(4-fluoro-1,3-dimethylindazol-6-yl)amino]pyrrolidin-1-yl]prop-2-en-1-one ClC1=C(C(=CC=C1Cl)F)[C@]1(CN(CC1)C(C=C)=O)NC1=CC(=C2C(=NN(C2=C1)C)C)F